(9S,13S)-13-amino-10-fluoro-3,9-dimethyl-3,4,7,15-tetraazatricyclo[12.3.1.02,6]Octadecan-1(18),2(6),4,14,16-pentaen-8-one N[C@H]1CCC([C@H](C(NC=2C=NN(C2C=2C=CN=C1C2)C)=O)C)F